N[C@H]1CC[C@H](CC1)OC1=CC=C2C(CC(C=3C(=NC=NC23)N)(C)C)=C1N(CCS(=O)(=O)C)C 8-(cis-4-aminocyclohexoxy)-N7,5,5-trimethyl-N7-(2-methylsulfonylethyl)-6H-benzo[h]quinazoline-4,7-diamine